ClC1=C2C(=NC=C1C1=CC=C(C=C1)OC)NC=C2 4-chloro-5-(4-methoxyphenyl)-1H-pyrrolo[2,3-b]Pyridine